(S)-N'-((2,2-difluoro-1,2,3,5,6,7-hexahydro-s-indacen-4-yl)carbamoyl)-6,6-dimethyl-6,7-dihydro-5H-pyrazolo[5,1-b][1,3]oxazine-3-sulfonimidamide FC1(CC2=CC=3CCCC3C(=C2C1)NC(=O)N=[S@@](=O)(N)C=1C=NN2C1OCC(C2)(C)C)F